methyl (S)-4-(1-(5-(4-fluorophenyl)-1-(3-(trifluoromethyl)benzyl)-1H-indazole-7-carboxamido)ethyl)benzoate FC1=CC=C(C=C1)C=1C=C2C=NN(C2=C(C1)C(=O)N[C@@H](C)C1=CC=C(C(=O)OC)C=C1)CC1=CC(=CC=C1)C(F)(F)F